C(#N)C1=NC=C(C=C1)OC(F)(F)F 2-cyano-5-trifluoromethoxypyridine